tert-butyl ((1r,4r)-4-(4-cyano-3-(trifluoromethoxy)phenoxy)cyclohexyl)carbamate C(#N)C1=C(C=C(OC2CCC(CC2)NC(OC(C)(C)C)=O)C=C1)OC(F)(F)F